2-bromobenzyl-amine hydrobromide Br.BrC1=C(CN)C=CC=C1